BrC1=NC=CC(=C1)C(=O)Cl 2-bromopyridine-4-carbonyl chloride